3-aminomethyl-1-(2-methoxyacetyl)piperidine NCC1CN(CCC1)C(COC)=O